N1=CC=C(C2=CC=NC=C12)SC=1C=2N(C(=NC1)N1CCC3([C@@H]([C@@H](OC3)C)N)CC1)C=CN2 (3S,4S)-8-(8-((1,7-naphthyridin-4-yl)thio)imidazo[1,2-c]pyrimidin-5-yl)-3-methyl-2-oxa-8-azaspiro[4.5]decan-4-amine